1-(4-(methoxymethoxy)-3-(4,4,5,5-tetramethyl-1,3,2-dioxaborolan-2-yl)phenyl)-4-methylpiperazine COCOC1=C(C=C(C=C1)N1CCN(CC1)C)B1OC(C(O1)(C)C)(C)C